N-(5-(((5-(tert-butyl)oxazol-2-yl)methyl)thio)thiazol-2-yl)-1'-(2-((2,6-dioxopiperidin-3-yl)amino)benzyl)-[1,4'-bipiperidine]-4-carboxamide C(C)(C)(C)C1=CN=C(O1)CSC1=CN=C(S1)NC(=O)C1CCN(CC1)C1CCN(CC1)CC1=C(C=CC=C1)NC1C(NC(CC1)=O)=O